OCCN1N=CC=C1C1=NC(=CC(=C1)C=1C=C(C=CC1C)NC(=O)N1C[C@@H](CC1)CC(F)(F)F)N1CCOCC1 (3S)-N-(3-{2-[2-(2-hydroxyethyl)pyrazol-3-yl]-6-(morpholin-4-yl)pyridin-4-yl}-4-methylphenyl)-3-(2,2,2-trifluoroethyl)pyrrolidine-1-carboxamide